2-(3-(2-(2-cyclopentyl-1H-imidazol-5-yl)-5-methyl-4-oxo-4,5-dihydrofuro[3,2-c]pyridin-7-yl)-4-(4-fluoro-2,6-dimethylphenoxy)phenyl)propan-2-yl acetate C(C)(=O)OC(C)(C)C1=CC(=C(C=C1)OC1=C(C=C(C=C1C)F)C)C=1C2=C(C(N(C1)C)=O)C=C(O2)C2=CN=C(N2)C2CCCC2